N=1ON=C2C1C=CC(=C2)C2=CC=C(C=C2)CCCNC=2C1=C(N=C(N2)C2=COC=C2)SC(=C1)C N-(3-[4-(2,1,3-benzoxadiazol-5-yl)phenyl]propyl)-2-(furan-3-yl)-6-methylthieno[2,3-d]pyrimidin-4-amine